1-(4-(N-(2-(3-((2-methoxy-4-(methylsulfonyl)phenyl)amino)prop-1-yn-1-yl)-1-(2,2,2-trifluoroethyl)-1H-indol-4-yl)acetamido)piperidin-1-yl)propan-2-yl acetate C(C)(=O)OC(CN1CCC(CC1)N(C(C)=O)C1=C2C=C(N(C2=CC=C1)CC(F)(F)F)C#CCNC1=C(C=C(C=C1)S(=O)(=O)C)OC)C